IC1=CC=C(C=C1)C[C@@H]([C@H]1OC1)NC(OC(C)(C)C)=O tert-butyl ((S)-2-(4-iodophenyl)-1-((R)-oxiran-2-yl)ethyl)carbamate